The molecule is a medium chain fatty acyl-CoA(4-) arising from deprotonation of the phosphate and diphosphate functions of 2-hydroxyhexanoyl-CoA; major species at pH 7.3. It is a conjugate base of a 2-hydroxyhexanoyl-CoA. CCCCC(C(=O)SCCNC(=O)CCNC(=O)[C@@H](C(C)(C)COP(=O)([O-])OP(=O)([O-])OC[C@@H]1[C@H]([C@H]([C@@H](O1)N2C=NC3=C(N=CN=C32)N)O)OP(=O)([O-])[O-])O)O